4-Bromo-N-(6-(4,4-difluoropiperidin-1-yl)pyrazin-2-yl)-2-(6-azaspiro[2.5]octan-6-yl)benzamide BrC1=CC(=C(C(=O)NC2=NC(=CN=C2)N2CCC(CC2)(F)F)C=C1)N1CCC2(CC2)CC1